4-(6-methylpyridin-2-yl)-2-(trifluoromethyl)thiazole CC1=CC=CC(=N1)C=1N=C(SC1)C(F)(F)F